2-methyl-6-(1-methyl-1H-pyrazol-4-yl)pyridin CC1=NC(=CC=C1)C=1C=NN(C1)C